C(C(C)(C)C)(N)N neopentanedi-amine